4-(1-(4,4-Difluorocyclohexyl)-4-(4-fluorophenyl)-1H-imidazol-5-yl)-pyrimidin-2-amine FC1(CCC(CC1)N1C=NC(=C1C1=NC(=NC=C1)N)C1=CC=C(C=C1)F)F